CN(C)\C=N\C(CC1(OCCO1)CCC1=CC=C(C=C1)F)=O (E)-N-((dimethylamino)methylene)-2-(2-(4-fluorophenethyl)-1,3-dioxolan-2-yl)acetamide